3-(2-(6-Chloro-4-(1-((cyclopropylmethyl)amino)ethyl)pyridin-2-yl)-3-oxoisoindolin-5-yl)-3-((4-methyl-4H-1,2,4-triazol-3-yl)methyl)cyclobutane-1-carbonitrile ClC1=CC(=CC(=N1)N1CC2=CC=C(C=C2C1=O)C1(CC(C1)C#N)CC1=NN=CN1C)C(C)NCC1CC1